COC(CNCCN1N=C(C(=C1)NC=1C=NN2C1N=CC=C2)C2=C(C=CC(=C2)Cl)OC(F)F)=O 2-[(2-[3-[5-chloro-2-(difluoromethoxy)phenyl]-4-[pyrazolo[1,5-a]pyrimidin-3-ylamino]-1H-pyrazol-1-yl]ethyl)amino]acetic acid methyl ester